C(CCC(O)=S)(O)=S succinthioic acid